2-AMINO-3-FORMYLBENZOIC ACID NC1=C(C(=O)O)C=CC=C1C=O